(R)-N-(2-methyl-2H-pyrazolo[3,4-c]pyridin-5-yl)-4-(3-methylpiperazin-1-yl)-2,3-dihydro-1H-pyrrolo[2,3-b]pyridine-1-carboxamide formate C(=O)O.CN1N=C2C=NC(=CC2=C1)NC(=O)N1CCC=2C1=NC=CC2N2C[C@H](NCC2)C